dioxaazapentadecyne-7-carboxylic acid methyl ester COC(=O)C(CCOOC#N)CCCCCCCC